COC1=CC=C(C=C1)N1C(=NC2=C(C=C(C=C2C1=O)[N+](=O)[O-])C)[C@H]1NCCC1 (S)-3-(4-methoxyphenyl)-8-methyl-6-nitro-2-(pyrrolidin-2-yl)quinazolin-4(3H)-one